4-(dicyanomethylene)-2-[p-(dimethylamino)styryl]-6-methyl-4H-pyran C(#N)C(=C1C=C(OC(=C1)C)C=CC1=CC=C(C=C1)N(C)C)C#N